C(CC(C)(C)C)C1=CC=C(C2=CC=C(C2=C1)C)C 7-neo-hexyl-1,4-dimethylazulene